(3S)-3-({1-cyclopentyl-5-[2-(1,1-difluoroethyl)phenyl]-1H-pyrazol-3-yl}formamido)-5-[(2R)-4,4-difluoro-2-methylpyrrolidin-1-yl]pentanoic acid C1(CCCC1)N1N=C(C=C1C1=C(C=CC=C1)C(C)(F)F)C(=O)N[C@H](CC(=O)O)CCN1[C@@H](CC(C1)(F)F)C